Cl.C(C)N(CC)CCOC(C(CCC)(C1=CC=CC=C1)C1=CC=CC=C1)=O N,N-diethylaminoethyl-2,2-diphenylpentanoate hydrochloride